C1(CCC1)C=1C(=C2C=NNC2=CC1C)C1=C(C=2N=C(N=C(C2C=N1)N1C[C@@](CCC1)(O)C)OC[C@]12CCCN2C[C@@H](C1)F)F (3R)-1-(7-(5-cyclobutyl-6-methyl-1H-indazol-4-yl)-8-fluoro-2-(((2R,7aS)-2-fluorotetrahydro-1H-pyrrolizin-7a(5H)-yl)methoxy)pyrido[4,3-d]pyrimidin-4-yl)-3-methylpiperidin-3-ol